N-[(3-fluoropyridin-2-yl)methyl]-1,3-thiazole-4-carboxamide FC=1C(=NC=CC1)CNC(=O)C=1N=CSC1